FC1=C(C=CC(=C1)F)C(CC=O)(CN1N=CN=C1)O 3-(2,4-difluorophenyl)-3-hydroxy-4-(1H-1,2,4-triazol-1-yl)butanal